ethyl 5-([1,1'-biphenyl]-4-yl)-4-(4-chlorophenyl)-2-fluoro-5-oxopentanoate C1(=CC=C(C=C1)C(C(CC(C(=O)OCC)F)C1=CC=C(C=C1)Cl)=O)C1=CC=CC=C1